C1=NC(=CC2=CC=CC=C12)N[C@H]1CN(CCC1)C(=O)C1=CC=C(C=C1)NC(CC)=O (R)-N-(4-(3-(isoquinolin-3-ylamino)piperidine-1-carbonyl)phenyl)propionamide